CC(=O)O[C@H]1CCN2C1CC[C@@H](C2)N The molecule is an indolizidine alkaloid that is octahydroindolizine substituted by an amino group at position 6 and an acetyloxy group at position 1. It has a role as a metabolite and a mycotoxin. It is an indolizidine alkaloid and an acetate ester.